prop-2-enamide methanesulfonate CS(=O)(=O)O.C(C=C)(=O)N